C12(CC3CC(CC(C1)C3)C2)CBr adamantane-1-ylmethyl bromide